FC1=C(C(=O)OC)C=CC(=C1)NC1(CCC1)C(=O)OC methyl 2-fluoro-4-((1-(methoxycarbonyl)cyclobutyl)amino)benzoate